ClC=1C=CC2=C(N=C(O2)C2CC3(CC(C3)NC(=O)C3=CC(=NC=C3)S(=O)(=O)C3CN(C3)C(=O)OC(C)(C)C)C2)C1 tert-butyl 3-[[4-[[6-(5-chloro-1,3-benzoxazol-2-yl)spiro[3.3]heptan-2-yl]carbamoyl]-2-pyridyl]sulfonyl]azetidine-1-carboxylate